7-(5-(tert-butyl)pyridin-2-yl)-5-fluoro-N-((3R,4R)-3-fluoro-1-(methylsulfonyl)piperidin-4-yl)pyrrolo[2,1-f][1,2,4]triazin-2-amine C(C)(C)(C)C=1C=CC(=NC1)C1=CC(=C2C=NC(=NN21)N[C@H]2[C@@H](CN(CC2)S(=O)(=O)C)F)F